FC=1C=C(C=C(C1)F)CC=1C=C2C(=NNC2=CC1)NC(=O)C=1C=C(C=CC1NC1CCOCC1)C(=O)NCCCCN1CCN(CC1)C1=CC=C(C=C1)NC1C(NC(CC1)=O)=O N3-[5-[(3,5-difluorophenyl)methyl]-1H-indazol-3-yl]-N1-[4-[4-[4-[(2,6-dioxo-3-piperidyl)amino]phenyl]piperazin-1-yl]butyl]-4-(tetrahydropyran-4-ylamino)benzene-1,3-dicarboxamide